C1(OC(CC12CCCC2)=O)=O 2-oxaspiro[4.4]nonane-1,3-dione